(2S)-4-hydroxypyrrolidine-1,2-dicarboxylic acid O1-tert-butyl ester O2-[5-(1-octylnonyloxy)-5-oxo-pentyl] ester C(CCCCCCC)C(CCCCCCCC)OC(CCCCOC(=O)[C@H]1N(CC(C1)O)C(=O)OC(C)(C)C)=O